3-ETHYL-4-FORMYL-BENZONITRILE C(C)C=1C=C(C#N)C=CC1C=O